1-(((cis)-4-(tert-butoxycarbonyl)-6,6-difluorohexahydropyrrolo[3,2-b]pyrrol-1(2H)-yl)methyl)cyclopropanecarboxylic acid C(C)(C)(C)OC(=O)N1CC([C@@H]2N(CC[C@@H]21)CC2(CC2)C(=O)O)(F)F